C(#N)C1(CC1)[C@H](C1=CC=2N(N=C1)C=C(N2)[C@@H](NC(=O)C2=NON=C2C)C2CCC(CC2)(F)F)NC(CC2CC(C2)(F)F)=O |o1:5| N-((S)-(7-((S*)-(1-Cyanocyclopropyl)(2-(3,3-difluorocyclobutyl)acetamido)methyl)imidazo[1,2-b]pyridazin-2-yl)(4,4-difluorocyclohexyl)methyl)-4-methyl-1,2,5-oxadiazole-3-carboxamide